FC=1C=C(C=CC1)NC(C1=CC(=CC=C1)NC1CC(C1)C1=CC=CC=C1)=O N-(3-fluorophenyl)-3-((3-phenylcyclobutyl)amino)benzamide